C1=CC=CC=2C3=CC=CC=C3C(C12)COC(=O)N[C@@H](C(C)C)C(=O)N[C@@H](CCCNC(N)=O)C(=O)NC1=CC=C(C=C1)C[C@@H](C(=O)OC)N N-[(9H-fluoren-9-ylmethoxy)carbonyl]-L-valyl-N-{4-[(2S)-2-amino-3-methoxy-3-oxopropyl]phenyl}-N5-carbamoyl-L-ornithinamide